2-[(3R)-1-[6-chloro-5-cyano-4-(trifluoromethyl)-2-pyridinyl]pyrrolidin-3-yl]acetic acid methyl ester COC(C[C@@H]1CN(CC1)C1=NC(=C(C(=C1)C(F)(F)F)C#N)Cl)=O